ClC1=C(C=CC(=C1)C(F)(F)F)NC(CN1C=2N(C(C=C1CC)=O)N=C(N2)C2=CCC(CC2)OC)=O N-[2-chloro-4-(trifluoromethyl)phenyl]-2-[5-ethyl-2-(4-methoxycyclohex-1-enyl)-7-oxo[1,2,4]triazolo[1,5-a]pyrimidin-4-yl]acetamide